ClC=1C=C(C2=CN(N=C2C1C(=O)OC)CC)N1C[C@@H](CC1)N(C)C methyl 6-chloro-4-[(3R)-3-(dimethylamino)pyrrolidin-1-yl]-2-ethylindazole-7-carboxylate